tert-butyl (S,E)-(4-((1-((3-((3-carbamoyl-5-ethyl-6-(isopropylamino)pyrazin-2-yl)amino)phenethyl)amino)-1-oxopropan-2-yl)(methyl)amino)-4-oxobut-2-en-1-yl)(methyl)carbamate C(N)(=O)C=1C(=NC(=C(N1)CC)NC(C)C)NC=1C=C(CCNC([C@H](C)N(C(/C=C/CN(C(OC(C)(C)C)=O)C)=O)C)=O)C=CC1